6-(4-chlorophenyl)-N-[(4-methyl-2-morpholino-3-pyridinyl)methyl]pyridazine-4-carboxamide ClC1=CC=C(C=C1)C1=CC(=CN=N1)C(=O)NCC=1C(=NC=CC1C)N1CCOCC1